N1=C2C(=CC=C1)CCC2.[N] (S)-nitrogen (6,7-Dihydro-5H-cyclopenta[B]pyridine)